tert-butyl 4-[4-[(2,6-dibenzyloxy-3-pyridyl)amino]-2-(difluoromethyl)phenyl]-3,6-dihydro-2H-pyridine-1-carboxylate C(C1=CC=CC=C1)OC1=NC(=CC=C1NC1=CC(=C(C=C1)C=1CCN(CC1)C(=O)OC(C)(C)C)C(F)F)OCC1=CC=CC=C1